NC1=C(SC=C1Cl)C(=O)O 3-amino-4-chlorothiophene-2-carboxylic acid